[N+](=O)([O-])C=1C=CC=2C=3C=CC(=C4C(=CC=C(C5=CC=C(C1C52)[N+](=O)[O-])C43)[N+](=O)[O-])[N+](=O)[O-] 3,4,9,10-tetranitroperylene